2-(4,4-difluoropiperidin-1-yl)-3-fluoro-6-methylpyridin-4-amine FC1(CCN(CC1)C1=NC(=CC(=C1F)N)C)F